N1C(=CC=2C=NC=CC21)CNC(=O)[C@@H]2C[C@H](C=1N2C(C(=NC1)NCC1=CC=CC=C1)=O)C (6S,8R)-N-((1H-pyrrolo[3,2-c]pyridin-2-yl)methyl)-3-(benzylamino)-8-methyl-4-oxo-4,6,7,8-tetrahydropyrrolo[1,2-a]pyrazine-6-carboxamide